Cl.CN(C(=O)C=1C=NN2C1CNCC2)C2(CC2)C2=CC=C(C(=O)O)C=C2 4-(1-(N-methyl-4,5,6,7-tetrahydropyrazolo[1,5-a]pyrazine-3-carboxamido)cyclopropyl)benzoic acid hydrochloride